5-(2-methylpyridin-4-yl)-1,3-dihydro-2H-imidazole-2-thione CC1=NC=CC(=C1)C1=CNC(N1)=S